2-Chloromethyl-benzooxazole-6-carboxylic acid (1-propyl-butyl)-amide C(CC)C(CCC)NC(=O)C1=CC2=C(N=C(O2)CCl)C=C1